C(C)(C)(C)OC(=O)C1CCN(CC1)C1=C2C=CN(C2=CC=C1)[C@@H]1C(NC(CC1)=O)=O [1-[(3S)-2,6-dioxo-3-piperidyl]indol-4-yl]piperidine-4-carboxylic acid tert-butyl ester